Dihydronaphtho-Naphthopyrane C1C=2C=CC3=C(C=CC=4C=CC5=C(C=CCO5)C34)C2C=CC1